((Z)-15,18,21,24,27-triacontapentaen-1-yl)tetrahydro-2H-pyran C(CCCCCCCCCCCCC\C=C/CC=CCC=CCC=CCC=CCC)C1OCCCC1